BrC1=C(C=C(C(=O)NC2=CC(=C(C=C2)Br)OC)C=C1)Cl 4-bromo-N-(4-bromo-3-methoxy-phenyl)-3-chloro-benzamide